(1-((6-(prop-1-en-2-yl)pyridin-3-yl)methyl)-1H-pyrazol-4-yl)methylamine C=C(C)C1=CC=C(C=N1)CN1N=CC(=C1)CN